ClC=1C(=NC(=CC1)OC)OC[C@@H]1N(C2CC2C1)C(=O)OC(C)(C)C tert-butyl (3R)-3-(((3-chloro-6-methoxypyridin-2-yl)oxy)methyl)-2-azabicyclo[3.1.0]hexane-2-carboxylate